3-(2-Chloro-6-fluorophenyl)-N-((2-(2,6-dioxopiperidin-3-yl)-1-oxoisoindolin-5-yl)methyl)-5-methylisoxazole-4-carboxamide ClC1=C(C(=CC=C1)F)C1=NOC(=C1C(=O)NCC=1C=C2CN(C(C2=CC1)=O)C1C(NC(CC1)=O)=O)C